5-chloro-N-(2,4-difluoro-3-[[(3-methyl-1-[[2-(trimethylsilyl)ethoxy]methyl]pyrazolo[3,4-b]pyridin-5-yl)oxy]methyl]phenyl)-2-methoxypyridine-3-sulfonamide ClC=1C=C(C(=NC1)OC)S(=O)(=O)NC1=C(C(=C(C=C1)F)COC=1C=C2C(=NC1)N(N=C2C)COCC[Si](C)(C)C)F